FC=1C(=C2C(=C(NC2=C(C1)C(=O)N)C)C)N1C[C@]2(CC1)CNCC2 |r| (RS)-5-fluoro-2,3-dimethyl-4-(2,7-diazaspiro[4.4]non-2-yl)-1H-indole-7-carboxamide